FC(CN(C1=NC=2N(C3=CC=CC(=C13)F)C=NN2)C2=CC(=CC(=C2)C#CC2(CC2)C(F)(F)F)F)F N-(2,2-difluoroethyl)-6-fluoro-N-(3-fluoro-5-((1-(trifluoromethyl)cyclopropyl)ethynyl)phenyl)-[1,2,4]triazolo[4,3-a]quinazolin-5-amine